OCC(CO)NC(=O)C=1SC=C(N1)C=1C=C2C(=NC1)NC(=C2)C2=CC=C(C=C2)F N-(1,3-Dihydroxypropan-2-yl)-4-(2-(4-fluorophenyl)-1H-pyrrolo[2,3-b]pyridin-5-yl)-thiazole-2-carboxamide